N-[9-[(2R,5R)-5-[[bis(4-methoxyphenyl)-phenyl-methoxy]methyl]-4-[tert-butyl(dimethyl)silyl]oxy-3-methoxy-tetrahydrofuran-2-yl]purin-6-yl]-N-isopropyl-benzamide COC1=CC=C(C=C1)C(OC[C@@H]1C(C([C@@H](O1)N1C2=NC=NC(=C2N=C1)N(C(C1=CC=CC=C1)=O)C(C)C)OC)O[Si](C)(C)C(C)(C)C)(C1=CC=CC=C1)C1=CC=C(C=C1)OC